FC(C=1C=C2NC(C=3N(C2=C(C1C1=C2C=CN(C2=CC(=C1)F)CCO)F)C(=NN3)C)(C)C)F 2-[4-[7-(Difluoro-methyl)-9-fluoro-1,4,4-trimethyl-5H-[1,2,4]triazolo[4,3-a]quinoxalin-8-yl]-6-fluoro-1H-indol-1-yl]-ethanol